4-[(1S)-1-[[1-[6-(Cyclohexylmethoxy)-2-pyridyl]cyclopentanecarbonyl]amino]ethyl]benzoic acid C1(CCCCC1)COC1=CC=CC(=N1)C1(CCCC1)C(=O)N[C@@H](C)C1=CC=C(C(=O)O)C=C1